1-(5-bromopyridin-2-yl)piperazin-2-one BrC=1C=CC(=NC1)N1C(CNCC1)=O